5-hydroxy-1-isoindolinone OC=1C=C2CNC(C2=CC1)=O